[1,3]oxazin-6-ol O1CN=CC=C1O